6-(1'-Isobutyl-[1,4'-bipiperidin]-4-yl)-4-methyl-2-(4-(trifluoromethoxy)phenyl)-1H-benzo[d]imidazol C(C(C)C)N1CCC(CC1)N1CCC(CC1)C=1C=C(C2=C(NC(=N2)C2=CC=C(C=C2)OC(F)(F)F)C1)C